(S)-3-(4'-((14-Azido-3,6,9,12-tetraoxatetradecyl)oxy)-[1,1'-biphenyl]-3-yl)-4-(methyl(4-(5,6,7,8-tetrahydro-1,8-naphthyridin-2-yl)butyl)amino)butanoic acid N(=[N+]=[N-])CCOCCOCCOCCOCCOC1=CC=C(C=C1)C1=CC(=CC=C1)[C@H](CC(=O)O)CN(CCCCC1=NC=2NCCCC2C=C1)C